ClC=1C=C(C=CC1)N1CCN(CC1)CCCN1N=CN=C1 2-(3-[4-(3-chlorophenyl)piperazin-1-yl]propyl)-[1,2,4]triazole